5-chloro-2-[4-methyl-2-[6-(trifluoromethyl)-3-pyridinyl]phenoxy]pyrimidineacetic acid 4,7-methylene-3a,4,5,6,7,7a-hexahydro-6-indenyl ester C1C2C3C=CCC3C1C(C2)OC(CC2(NC=C(C=N2)Cl)OC2=C(C=C(C=C2)C)C=2C=NC(=CC2)C(F)(F)F)=O